BrC1=C2C(=NNC2=CC=C1)CNC(OC(C)(C)C)=O tert-butyl ((4-bromo-1H-indazol-3-yl)methyl)carbamate